Cl.CC1=C(C=2C=CC=NC2C=C1)N[C@@H]1CNCC1 (S)-6-methyl-N-(pyrrolidin-3-yl)quinolin-5-amine hydrochloride